FC1=C2C[C@@H](N(C2=CC=C1)CC=1C=C(C=C2C(C=C(OC12)N1CCOCC1)=O)C(=O)N(C)C)C (S)-8-((4-fluoro-2-methylindolin-1-yl)methyl)-N,N-dimethyl-2-morpholino-4-oxo-4H-chromene-6-carboxamide